3-(tert-butyl)-2'-((2-methoxyethyl)(5-methyl-2-(p-tolylamino)phenyl)amino)-5-methyl-[1,1'-biphenyl] C(C)(C)(C)C=1C=C(C=C(C1)C)C1=C(C=CC=C1)N(C1=C(C=CC(=C1)C)NC1=CC=C(C=C1)C)CCOC